C(C)(=O)NC(CC(=O)O)CCC beta-acetamidocaproic acid